ClC1=CC=C(C=C1)C=1SC2=C(CN(CC2)C)N1 2-(4-Chlorophenyl)-5-methyl-4,5,6,7-tetrahydrothiazolo[4,5-c]pyridine